C(#N)C(C(=O)NC=1C=C(C=C2C(=CNC12)C1=CC(=NC=C1)NC(=O)C1CC1)C)=C(C)C N-(4-(7-(2-cyano-3-methylbut-2-enamido)-5-methyl-1H-indol-3-yl)pyridin-2-yl)cyclopropanecarboxamide